N-(3-(4-(3-(2-hydroxyphenyl)-5-methyl-5,7,8,9-tetrahydro-6H-pyrido[3',4':4,5]pyrrolo[2,3-c]pyridazin-6-yl)pyrimidin-2-yl)prop-2-yn-1-yl)pyrazolo[1,5-a]pyrimidine-2-carboxamide OC1=C(C=CC=C1)C1=CC2=C(N=N1)NC1=C2C(N(CC1)C1=NC(=NC=C1)C#CCNC(=O)C1=NN2C(N=CC=C2)=C1)C